OC1=C(C(=NN1)C1=CC=CC=C1)CNC1=CC=C(C=C1)S(=O)(=O)N 4-(((5-hydroxy-3-phenyl-1H-pyrazol-4-yl)methyl)amino)benzenesulfonamide